FCCCCCCCCCCCCS(=O)(=O)OCCCCCCCCCCCCC tridecyl fluorododecyl-sulfonate